4-methylene-1,3-dioxolane C=C1OCOC1